7-Benzyloxy-6-bromo-2-(1-methyl-2-oxabicyclo[2.1.1]hex-4-yl)imidazo[1,2-a]pyridine C(C1=CC=CC=C1)OC1=CC=2N(C=C1Br)C=C(N2)C21COC(C2)(C1)C